1-phenyl-butan-1-ol C1(=CC=CC=C1)C(CCC)O